diallyloxymethane C(C=C)OCOCC=C